FC1(CC1)C(=O)N[C@H](C(=O)N1[C@@H](C[C@H](C1)O)C(=O)NCC1=C(OCCCC(=O)O)C=C(C=C1)C1=C(N=CS1)C)C(C)(C)C 4-(2-(((2s,4r)-1-((S)-2-(1-fluorocyclopropane-1-carboxamido)-3,3-dimethylbutyryl)-4-hydroxypyrrolidine-2-carboxamido)methyl)-5-(4-methylthiazol-5-yl)phenoxy)butanoic acid